methyl 4-((tert-butyldimethylsilyl)oxy)tetrahydrofuran-3-carboxylate [Si](C)(C)(C(C)(C)C)OC1C(COC1)C(=O)OC